FC=1C=C(C=C(C1)F)N(C(C)=O)C1=NC=CC(=C1)NC(CC1=C(C=CC=C1)OC(F)(F)F)=O N-(3,5-difluorophenyl)-N-(4-{2-[2-(trifluoromethoxy)phenyl]acetamido}pyridin-2-yl)acetamide